5-chloro-3-(1-(2,4-dichlorophenyl)ethyl)-7-methyl-3H-[1,2,3]triazolo[4,5-d]pyrimidine ClC=1N=C(C2=C(N1)N(N=N2)C(C)C2=C(C=C(C=C2)Cl)Cl)C